[Cl-].C1(C=CC=C1)[N+](C)(C)C1C=CC=C1 dicyclopentadienyl-dimethyl-ammonium chloride